C(C)(C)(C)C=1C=CC=2N(C3=CC=C(C=C3C2C1)C(C)(C)C)CCOP(O)(O)=O [2-(3,6-di-tert-butyl-9H-carbazol-9-yl)ethyl]phosphoric acid